C(C)(C)(C)PC1(C(C1)(C1=CC=CC=C1)C1=CC=CC=C1)C tert-butyl-(2,2-diPhenyl-1-methyl-1-cyclopropyl)phosphine